N1=C(C=CC=C1)C1(CC1)NC(=O)[C@@H]1CN(CC[C@H]1NC(=O)C1=CC(=NO1)C1=C(C=C(C=C1)F)F)CC1CC1 |o1:12,17| (3R*,4R*)-1-Cyclopropylmethyl-4-{[3-(2,4-difluoro-phenyl)-isoxazole-5-carbonyl]-amino}-piperidine-3-carboxylic acid (1-pyridin-2-yl-cyclopropyl)-amide